2-(3,3-dimethyl-1,4-dihydro-2-benzopyran-6-yl)-4,4,5,5-tetramethyl-1,3,2-dioxaborolane CC1(OCC2=C(C1)C=C(C=C2)B2OC(C(O2)(C)C)(C)C)C